N[C@@]1(CN(CC1)C=1C(=NC=CC1C(=O)N[C@@H](C)C1CC1)C1=CC(=CC(=C1)F)F)C 3-[(3S)-3-amino-3-methylpyrrolidin-1-yl]-N-[(1S)-1-cyclopropylethyl]-2-(3,5-difluorophenyl)pyridine-4-carboxamide